sodium hexamethylenediamine carbamate C(N)([O-])=O.NCCCCCCN.[Na+]